(S)-2-amino-3-((S)-7-fluoro-3-oxo-3,4-dihydro-2H-benzo[b][1,4]oxazin-2-yl)propanamide Hydrochloride Cl.N[C@H](C(=O)N)C[C@H]1C(NC2=C(O1)C=C(C=C2)F)=O